tert-butyl (R)-4-(7-bromo-6-chloro-8-fluoro-1-(2-isopropyl-4-methyl pyridin-3-yl)-3-(methylsulfonyl)-2-oxo-1,2-dihydroquinolin-4-yl)-2-methylpiperazine-1-carboxylate BrC1=C(C=C2C(=C(C(N(C2=C1F)C=1C(=NC=CC1C)C(C)C)=O)S(=O)(=O)C)N1C[C@H](N(CC1)C(=O)OC(C)(C)C)C)Cl